4-fluoro-4-[6-(4-fluoro-2-methyl-1,3-benzoxazol-6-yl)-4-oxo-3,4-dihydropyrido[3,4-d]pyrimidin-2-yl]piperidine-1-carboxylic acid tert-butyl ester C(C)(C)(C)OC(=O)N1CCC(CC1)(C=1NC(C2=C(N1)C=NC(=C2)C2=CC1=C(N=C(O1)C)C(=C2)F)=O)F